C1(C=CC=C1)[Ti](C1=C(C(=CC=C1F)N(CC=1OCC1)C(C1=CC=CC=C1)=O)F)(C1=C(C(=CC=C1F)N(CC=1OCC1)C(C1=CC=CC=C1)=O)F)C1C=CC=C1 bis(cyclopentadienyl)bis[2,6-difluoro-3-(N-(oxeten-2-ylmethyl)benzoylamino)phenyl]titanium